ClC=1C=CC(=C(C1)[C@]1(C(NC=2C1=NC=C(C2)C(F)(F)F)=O)C)OC (3R)-3-(5-chloro-2-methoxy-phenyl)-3-methyl-6-(trifluoromethyl)-1H-pyrrolo[3,2-b]pyridin-2-one